C(OC[C@@]1(N2CCC(C1=O)CC2)COC)OC[C@@]2(N1CCC(C2=O)CC1)COC (1S,1'S,2S,2'S,4S,4'S)-2,2'-((methylenebis(oxy))bis(methylene))bis(2-(methoxymethyl)quinuclidin-3-one)